(1R,3S)-3-[5-(5-{[2-(1,3-dioxolan-2-yl)-3-[(4-methoxyphenyl)methoxy] phenyl]carbamoyl}-2-methylpyrazole-3-amido)-2H-pyrazol-3-yl]cyclopentyl N-isopropyl-carbamate C(C)(C)NC(O[C@H]1C[C@H](CC1)C=1NN=C(C1)NC(=O)C=1N(N=C(C1)C(NC1=C(C(=CC=C1)OCC1=CC=C(C=C1)OC)C1OCCO1)=O)C)=O